ClC1=CC=C(OC[C@@H]2[C@H](CCC2)NC(C2=C(C=CC=C2N2N=CC=N2)OC)=O)C=C1 N-[(1S,2S)-2-[(4-chlorophenoxy)methyl]cyclopentyl]-2-methoxy-6-(triazol-2-yl)benzamide